3-(1-fluorocyclopropyl)-3-hydroxy-butanoic acid FC1(CC1)C(CC(=O)O)(C)O